((2S,3R,4R)-2-cyclopropyl-6-fluoro-4-((6-methoxypyridin-2-yl)amino)-3-methyl-3,4-dihydroquinolin-1(2H)-yl)ethanone C1(CC1)[C@@H]1N(C2=CC=C(C=C2[C@@H]([C@H]1C)NC1=NC(=CC=C1)OC)F)C(C)=O